(3-(Difluoro(phenylsulfonyl)methyl)-3-hydroxycyclobutyl)(6-(3-isopropylphenyl)-2-azaspiro[3.4]octan-2-yl)methanone FC(C1(CC(C1)C(=O)N1CC2(C1)CC(CC2)C2=CC(=CC=C2)C(C)C)O)(S(=O)(=O)C2=CC=CC=C2)F